O=C(C(=C)NC(=O)C=1N=C(SC1)N1CCC(CC1)NC(OC(C)(C)C)=O)NC(=C)C=1OC(=NN1)C1CCOCC1 Tert-butyl (1-(4-((3-oxo-3-((1-(5-(tetrahydro-2H-pyran-4-yl)-1,3,4-oxadiazol-2-yl)vinyl)amino)prop-1-en-2-yl)carbamoyl)thiazol-2-yl)piperidin-4-yl)carbamate